N=1N=CN2C1C=CC(=C2)NC(CN2N=C(C(=CC2=O)OCC2CC2)N(C)C)=O N-([1,2,4]triazolo[4,3-a]pyridin-6-yl)-2-(4-(cyclopropylmethoxy)-3-(dimethylamino)-6-oxopyridazin-1(6H)-yl)acetamide